(2R,3R,4S,5R)-2-(4-amino-7H-pyrrolo[2,3-d]pyrimidin-7-yl)-5-((1R)-(7-fluorobicyclo[4.2.0]octa-1(6),2,4-trien-3-yl)(hydroxy)methyl)tetrahydrofuran-3,4-diol NC=1C2=C(N=CN1)N(C=C2)[C@@H]2O[C@@H]([C@H]([C@H]2O)O)[C@H](O)C2=CC=1CC(C1C=C2)F